(1R,3R)-N-isopropyl-8-methoxy-1,3-dimethyl-7-(3-(pyrrolidin-1-yl)propoxy)-1,3-dihydrofuro[3,4-c]quinolin-4-amine C(C)(C)NC1=NC=2C=C(C(=CC2C2=C1[C@H](O[C@@H]2C)C)OC)OCCCN2CCCC2